4-(2,4-difluorophenoxy)-3-(6-methyl-7-oxo-6,7-dihydro-1H-pyrrolo[2,3-c]pyridin-4-yl)-N-(pyridin-4-ylmethyl)benzamide FC1=C(OC2=C(C=C(C(=O)NCC3=CC=NC=C3)C=C2)C=2C3=C(C(N(C2)C)=O)NC=C3)C=CC(=C1)F